methylphosphonofluoridic acid (1-methylethyl) ester CC(C)OP(=O)(F)C